C(CCCCCC)NCCCCCCC diHeptylamine